2,3-diisopropyl-2-cyano-butanedioic acid-1,4-bis-(2-methoxyethyl) ester COCCOC(C(C(C(=O)OCCOC)C(C)C)(C#N)C(C)C)=O